C1(CC1)OC1=CC=C(C(=N1)NC1=CC=C(C=C1)CNC(OC(C)(C)C)=O)[N+](=O)[O-] tert-butyl N-({4-[(6-cyclopropoxy-3-nitropyridin-2-yl)amino]phenyl}methyl)carbamate